NC=1C=NC(=NC1)C=1C=NN(C1NC(O[C@H](C)C=1C(=NC=C(C1)F)F)=O)C (R)-1-(2,5-difluoropyridin-3-yl)ethyl (4-(5-aminopyrimidin-2-yl)-1-methyl-1H-pyrazol-5-yl)carbamate